3-fluoro-5-{[(3S)-3-methylpiperidin-1-yl]methyl}pyrazolo[1,5-a]pyridine-7-carboxylic acid FC=1C=NN2C1C=C(C=C2C(=O)O)CN2C[C@H](CCC2)C